CC1=NOC(=C1C=1C=C2C(=NC=NC2=CC1)N1C(COCC1)C1=CC=CC=C1)C (6-(3,5-dimethylisoxazol-4-yl)quinazolin-4-yl)-3-phenylmorpholine